N1=CC(=C2OCCCN21)C=2N=CC=1N(C2)N=CC1C(=O)NC=1C(=NC=C(C1)NC(CN1C(CCC1)(C)C)=O)C 6-(6,7-dihydro-5H-pyrazolo[5,1-b][1,3]oxazin-3-yl)-N-(5-(2-(2,2-dimethylpyrrolidin-1-yl)acetamido)-2-methylpyridin-3-yl)pyrazolo[1,5-a]pyrazine-3-carboxamide